1-(4-bromo-2-nitrophenyl)piperidine-2,4-dicarboxylic acid BrC1=CC(=C(C=C1)N1C(CC(CC1)C(=O)O)C(=O)O)[N+](=O)[O-]